FC1=CC=C(C=C1)C=1C=C2C(=NC=NC2=C(C1)S(=O)(=O)N1CCC(CC1)O)N[C@H](C)C1=NOC(=N1)C (R)-1-((6-(4-fluorophenyl)-4-((1-(5-methyl-1,2,4-oxadiazol-3-yl)ethyl)amino)quinazolin-8-yl)sulfonyl)piperidin-4-ol